OC=1C=CC(=C(C1)C1=C(C=C(C=C1)O)O)C(C)C 4-(5-Hydroxy-2-propan-2-ylphenyl)benzene-1,3-diol